4-methyl-3,6-dihydro-2H-1,2-oxazine-2-carboxylic acid tert-butyl ester C(C)(C)(C)OC(=O)N1OCC=C(C1)C